ethyl 4-[5-benzyloxy-1-(4-fluoro-3-methyl-phenyl)-2-tetrahydropyran-4-yl-indol-3-yl]cyclohex-3-ene-1-carboxylate C(C1=CC=CC=C1)OC=1C=C2C(=C(N(C2=CC1)C1=CC(=C(C=C1)F)C)C1CCOCC1)C1=CCC(CC1)C(=O)OCC